4-[5-(2-aminoethyl)pyrimidin-2-yl]-3-(2-methyl-5-morpholin-4-ylpyrazole-3-carbonyl)benzonitrile NCCC=1C=NC(=NC1)C1=C(C=C(C#N)C=C1)C(=O)C=1N(N=C(C1)N1CCOCC1)C